6-(2-Hydroxy-2-methylpropyloxy)-4-(6-(6-((6-methoxypyridin-3-yl)methyl)-3,6-diazabicyclo[3.1.1]hept-3-yl)-5-methylpyridin-3-yl)pyrazolo[1,5-a]pyridine-3-carbonitrile OC(COC=1C=C(C=2N(C1)N=CC2C#N)C=2C=NC(=C(C2)C)N2CC1N(C(C2)C1)CC=1C=NC(=CC1)OC)(C)C